C(C)OC1=C(C=CC=C1)NC(C1=CC=C(C=C1)OC(C(=O)NC1=CC(=CC=C1)F)C)=O N-(2-ethoxyphenyl)-4-((1-((3-fluorophenyl)amino)-1-oxopropan-2-yl)oxy)benzamide